Methyl N-(2,2-dimethoxyethyl)-N-(ethoxycarbonyl)-D-alaninate COC(CN([C@H](C)C(=O)OC)C(=O)OCC)OC